N1(CCC1)CCN1CNC2=NC=C(C=C21)C2=CC(=CC=C2)Cl 1-[2-(Azetidin-1-yl)ethyl]-6-(3-chlorophenyl)-3H-imidazo[4,5-b]pyridin